iodobicyclo[1.1.1]pentanamide IC1C2(CC1C2)C(=O)N